(3R,4R)-4-[4-chloro-3-(3-methyl-5-{[5-(trifluoromethyl)pyrazin-2-yl]oxy}phenyl)-1H-pyrrolo[3,2-c]pyridin-1-yl]oxolan-3-ol ClC1=NC=CC2=C1C(=CN2[C@H]2[C@H](COC2)O)C2=CC(=CC(=C2)OC2=NC=C(N=C2)C(F)(F)F)C